CC(C(=O)OC)(C)C1C=2C=CC=3CCN(C(C4=C(C=C(COCCCN5N=NC6=C5C=CC1=C6C)C=C4C)C)=O)CC3C2 methyl 2-methyl-2-[18,30,32-trimethyl-20-oxo-14-oxa-8,9,10,21-tetraazahexacyclo[19.5.3.216,19.13,7.06,10.024,28]dotriaconta-1(27),3(32),4,6,8,16,18,24(28),25,30-decaen-2-yl]propanoate